C1(CC1)C([C@@H](C(=O)NC1=CC(=NO1)C(CC(F)F)C1=NN=NN1CC(F)(F)F)NC(=O)C1=NON=C1C)C1CC1 N-[(1S)-1-(dicyclopropylmethyl)-2-[[3-[3,3-difluoro-1-[1-(2,2,2-trifluoro-ethyl)tetrazol-5-yl]propyl]isoxazol-5-yl]amino]-2-oxo-ethyl]-4-methyl-1,2,5-oxadiazole-3-carboxamide